C1(=CC=CC=C1)S(=O)(=O)C1=CC=C(C=C1)CNC(=O)C1=CC=2C(=CN=CC2)S1 N-{[4-(benzenesulfonyl)phenyl]methyl}thieno[2,3-c]pyridine-2-carboxamide